C(C)NC(NC1=NC=CC(=C1)CN1CC(CC1)OC=1C=CC(=NC1C)C(=O)NC)=O 5-((1-((2-(3-ethylureido)pyridin-4-yl)methyl)pyrrolidin-3-yl)oxy)-N,6-dimethylpicolinamide